(S)-2-amino-3-heptanamidopropanoic acid N[C@H](C(=O)O)CNC(CCCCCC)=O